(1S,3S)-3-((6-(5-Chloro-3-(((5-isopropylpyrimidin-2-yl)oxy)methyl)thiophen-2-yl)-2-methyl-Pyridin-3-yl)oxy)cyclohexane-1-carboxylic acid ClC1=CC(=C(S1)C1=CC=C(C(=N1)C)O[C@@H]1C[C@H](CCC1)C(=O)O)COC1=NC=C(C=N1)C(C)C